6-(3-(2-cyclopropylpyridin-4-yl)-7,8-dihydro-1,6-naphthyridin-6(5H)-yl)-5-methylnicotinonitrile C1(CC1)C1=NC=CC(=C1)C=1C=NC=2CCN(CC2C1)C1=NC=C(C#N)C=C1C